methyl (2S)-2-[[(2S)-2-[[(2S)-2-(benzyloxycarbonylamino)-3-(1-naphthyl)propanoyl]amino]-3-cyclopropyl-propanoyl]amino]-3-[(3R)-5,5-dimethyl-2-oxo-pyrrolidin-3-yl]propanoate C(C1=CC=CC=C1)OC(=O)N[C@H](C(=O)N[C@H](C(=O)N[C@H](C(=O)OC)C[C@H]1C(NC(C1)(C)C)=O)CC1CC1)CC1=CC=CC2=CC=CC=C12